C1(CC1)C=1C(=NC=CC1)S(=O)(=O)NC=1C=CC=C2C=CC=NC12 3-cyclopropyl-N-(quinolin-8-yl)pyridine-2-sulfonamide